C([O-])([O-])=O.[Cs+].FC([C@H]1CN(CCN1CC1CCOCC1)CC=1C=CC2=C(C(=NO2)N2C(NC(CC2)=O)=O)C1)F.[Cs+] (R)-1-(5-((3-(difluoromethyl)-4-((tetrahydro-2H-pyran-4-yl)methyl)piperazin-1-yl)methyl)benzo[d]isoxazol-3-yl)dihydropyrimidine-2,4(1H,3H)-dione Cesium carbonate